benzyl (2-(2-(((2-((4aR,8aS)-3-oxooctahydro-2H-pyrido[4,3-b][1,4]oxazine-6-carbonyl)-2-azaspiro[3.3]heptan-6-yl)oxy)methyl)phenoxy)ethyl)carbamate O=C1N[C@H]2[C@@H](OC1)CCN(C2)C(=O)N2CC1(C2)CC(C1)OCC1=C(OCCNC(OCC2=CC=CC=C2)=O)C=CC=C1